(2S,4R)-N-((R)-1-(4-carbamimidoylthiophen-2-yl)ethyl)-4-(difluoromethoxy)-1-((3-methyl-4-phenoxybenzoyl)glycyl)pyrrolidine-2-carboxamide C(N)(=N)C=1C=C(SC1)[C@@H](C)NC(=O)[C@H]1N(C[C@@H](C1)OC(F)F)C(CNC(C1=CC(=C(C=C1)OC1=CC=CC=C1)C)=O)=O